(Z)-S-(2-(N-((4-amino-2-methylpyrimidin-5-yl)methyl)formamido)-5-hydroxypent-2-en-3-yl) 2-(benzyloxy)-6-fluorobenzothioate C(C1=CC=CC=C1)OC1=C(C(S\C(=C(\C)/N(C=O)CC=2C(=NC(=NC2)C)N)\CCO)=O)C(=CC=C1)F